1'-(6-(1-(2-hydroxyethyl)-1H-pyrazol-4-yl)pyrido[3,2-d]pyrimidin-4-yl)spiro[cyclohexane-1,3'-indoline]-5'-carbonitrile OCCN1N=CC(=C1)C=1C=CC=2N=CN=C(C2N1)N1CC2(C3=CC(=CC=C13)C#N)CCCCC2